FC1=C(C=CC(=C1)F)[Mg]Br (2,4-difluorophenyl)magnesium bromide